t-butyl 3-(4-methoxyphenyl)-4-oxo-2-thioxo-2,3,4,5,6,8-hexahydropyrido[3,4-d]pyrimidine-7(1H)-carboxylate COC1=CC=C(C=C1)N1C(NC2=C(C1=O)CCN(C2)C(=O)OC(C)(C)C)=S